CC1=CC=C(C=C1)S(=O)(=O)OC1=C2C(=NC(=N1)N1CCOCC1)N(N=C2)C2=CC=NC=C2 6-morpholino-1-(pyridin-4-yl)-1H-pyrazolo[3,4-d]pyrimidin-4-yl 4-methylbenzenesulfonate